C(C1=CC=CC=C1)N1S(NC[C@H]1C(=O)N(C)C1=CC(=C(C=C1)F)Cl)(=O)=O (S)-2-benzyl-N-(3-chloro-4-fluorophenyl)-N-methyl-1,2,5-thiadiazolidine-3-carboxamide 1,1-dioxide